NC(CCC1CC1)(C1=CC(=CC=C1)C#N)C=1C=CC(=C(C1)NC(=O)C1=CC(=NN1C1=CC(=CC=C1)CN)C(F)(F)F)F (+)-N-(5-(1-amino-1-(3-cyanophenyl)-3-cyclopropyl-propyl)-2-fluorophenyl)-1-(3-(aminomethyl)phenyl)-3-(trifluoromethyl)-1H-pyrazole-5-carboxamide